C(CN[C@H](C(=O)O)CC(=O)O)N[C@H](C(=O)O)CC(=O)O (2S,2'S)-2,2'-(ethylenebisimino)disuccinic acid